3-amino-4-(4-iodobicyclo[2.2.2]octane-1-carboxamido)benzoic acid ethyl ester C(C)OC(C1=CC(=C(C=C1)NC(=O)C12CCC(CC1)(CC2)I)N)=O